C(N)(=N)C1=CC=C(C=C1)CNC1=C(C(=NN1C(C(C)(C)C)=O)C1C(N(CC1)S(=O)(=O)C)C(=O)O)F 3-(5-{[(4-carbamimidoylphenyl)methyl]amino}-1-(2,2-dimethylpropanoyl)-4-fluoro-1H-pyrazol-3-yl)-1-methanesulfonylpyrrolidine-2-carboxylic acid